C(CCCCCCC)(=O)O[C@H]1[C@@H](O[C@@H]([C@H]([C@@H]1OC(CCCCCCC)=O)OC(CCCCCCC)=O)COC(CCCCCCC)=O)N1N=NC(=C1)C1=NC=CC=C1 1-(2',3',4',6'-Tetra-O-octanoyl-β-D-glucopyranosyl)-4-(pyridin-2-yl)-1,2,3-triazole